8-(4-chloro-2-fluorophenyl)-6-[(2S,4R)-2-(1-cyclopropyl-1H-pyrazol-4-yl)oxan-4-yl]-2,3-dimethyl-3H,4H-pyrimido[5,4-d][1,3]diazin-4-one ClC1=CC(=C(C=C1)C1=NC(=NC2=C1N=C(N(C2=O)C)C)[C@H]2C[C@H](OCC2)C=2C=NN(C2)C2CC2)F